diethyl 2,3-dimethylmaleate C/C(/C(=O)OCC)=C(/C(=O)OCC)\C